C12(CCC(CC1)CC2)C(C)NS(=O)(=O)C2=CC=C(C1=CC=CC=C21)NC(C2=C(C=CC=C2)C)=O N-(4-(N-(1-(bicyclo[2.2.2]octan-1-yl)ethyl)sulfamoyl)naphthalen-1-yl)-2-methylbenzamide